C(C)(CC)C1=CC=C(N)C=C1 4-sec-butyl-aniline